NCC1=NC=CC=C1NC (aminomethyl)-N-methylpyridin-3-amine